2'-Chloro-N-(5-(2-chloro-6-methoxy-4-methyl-nicotinoyl)-5,6-dihydro-4H-pyrrolo[3,4-d]thiazol-2-yl)-5'-methoxy-6-methyl-[4,4'-bipyridine]-3-carboxamide ClC1=NC=C(C(=C1)C1=C(C=NC(=C1)C)C(=O)NC=1SC2=C(N1)CN(C2)C(C2=C(N=C(C=C2C)OC)Cl)=O)OC